2-(3-(Difluoromethoxy)phenyl)pyridin FC(OC=1C=C(C=CC1)C1=NC=CC=C1)F